ClC=1C=C(C=CC1Cl)CC(=O)N1C2C(N(CC1)CC(=O)C1=NOC=C1)COCC2N2CCCC2 2-(3,4-dichlorophenyl)-1-[4-(2-isoxazol-3-yl-2-oxo-ethyl)-8-pyrrolidin-1-yl-3,4a,5,7,8,8a-hexahydro-2H-pyrano[3,4-b]pyrazin-1-yl]ethanone